C(C)(C)(C)OC(=O)N1[C@](CCC1)(C(=O)O)C (R)-1-tert-butoxycarbonyl-2-methylpyrrolidine-2-carboxylic acid